ClC=1C(=C(C=CC1)NC1=NC=NC2=CC(=C(C=C12)[N+](=O)[O-])C#CC1CN(CC1)C)F N-(3-chloro-2-fluorophenyl)-7-((1-methylpyrrolidin-3-yl)ethynyl)-6-nitroquinazolin-4-amine